C[C@@H]1CC[C@@H]2[C@]13CC[C@]([C@H](C3)C2(C)C)(C)O The molecule is the 8S-epimer of cedrol. It has a role as a plant metabolite. It is a cedrane sesquiterpenoid and a tertiary alcohol.